5-[(4R,10bS)-8-[(6S)-6-amino-1,4-oxaazepan-4-yl]-4-methyl-3,4,6,10b-tetrahydro-1H-pyrazino[2,1-a]isoindol-2-yl]quinoline-8-carbonitrile N[C@H]1CN(CCOC1)C=1C=C2CN3[C@@H](C2=CC1)CN(C[C@H]3C)C3=C1C=CC=NC1=C(C=C3)C#N